OC1=CC=C(C=C1)CCNC=1C2=C(N=CN1)OC(=C2C=2C=CC(=C(C2)NC(C=C)=O)N2CCN(CC2)C)C2=CC=CC=C2 N-[5-(4-{[2-(4-Hydroxyphenyl)ethyl]amino}-6-phenylfuro[2,3-d]pyrimidin-5-yl)-2-(4-methylpiperazin-1-yl)phenyl]prop-2-enamide